O[C@@H]1CN(C[C@@H](C1)C)CC1=C2C(=NC(=C1)C(=O)N)C(CC2)(C)C 4-(((3S,5R)-3-hydroxy-5-methylpiperidin-1-yl)methyl)-7,7-dimethyl-6,7-dihydro-5H-cyclopenta[b]pyridine-2-carboxamide